C(CCCCCC\C=C/CCC)(=O)[O-] (Z)-8-dodecenate